C(CCCCCCCCCCCCCCC)P(CCCC)(CCCC)(CCCC)Br cetyl-tri-n-butyl-phosphorus bromide